Cl.ClC1=CC=C2C(=CC=NC2=C1)N/N=C/C1=CC(=C(C=C1)N1C=NC=C1)F (E)-7-chloro-4-(2-(3-fluoro-4-(1H-imidazol-1-yl)benzylidene)hydrazineyl)quinoline HCL salt